2-[[(1R,3S)-3-(7-chloro-[1,2,4]triazolo[4,3-a]pyridin-3-yl)cyclohexyl]amino]-4-(oxetan-3-yloxy)pyrimidine-5-carbonitrile ClC1=CC=2N(C=C1)C(=NN2)[C@@H]2C[C@@H](CCC2)NC2=NC=C(C(=N2)OC2COC2)C#N